[Na].C1(=CC=CC=C1)P(CCCP(C1=CC=CC=C1)C1=CC=CC=C1)C1=CC=CC=C1 1,3-bis-(diphenylphosphino)propane sodium salt